C(=O)O.N1C(CCC1)C(=O)N pyrrolidine-2-carboxamide formate salt